2-(4-bromophenyl)-4-(2,4-dichlorophenyl)-6-phenylpyridine BrC1=CC=C(C=C1)C1=NC(=CC(=C1)C1=C(C=C(C=C1)Cl)Cl)C1=CC=CC=C1